5-chloro-N-(5-{[(2R)-2-methylpiperidin-1-yl]methyl}-4-[3-methyl-5-(trifluoromethyl)phenyl]-1,3-thiazol-2-yl)pyrazine-2-carboxamide ClC=1N=CC(=NC1)C(=O)NC=1SC(=C(N1)C1=CC(=CC(=C1)C(F)(F)F)C)CN1[C@@H](CCCC1)C